NC=1NC(C=2N(C(N(C2N1)[C@@H]1O[C@H]([C@@H]([C@H]1O)O)CO)=O)C/C=C/C(=O)OC)=O |&1:12| Methyl (E)-4-(2-amino-9-((2R,3R,4R,SR)-3,4-dihydroxy-5-(hydroxymethyl)tetrahydrofuran-2-yl)-6,8-dioxo-1,6,8,9-tetrahydro-7H-purin-7-yl)but-2-enoate